tert-butyl 4-[4-(3-benzyloxypropoxy)butoxy]piperidine-1-carboxylate C(C1=CC=CC=C1)OCCCOCCCCOC1CCN(CC1)C(=O)OC(C)(C)C